6-chloro-3-[[(1R)-1-(3,6-dimethyl-4-oxo-2-phenyl-benzopyran-8-yl)ethyl]amino]pyridine-2-carbohydrazide ClC1=CC=C(C(=N1)C(=O)NN)N[C@H](C)C1=CC(=CC=2C(C(=C(OC21)C2=CC=CC=C2)C)=O)C